(S)-N-(4-fluoro-3-methylphenyl)-6-methyl-5-(2-oxo-2-((1,1,1-trifluoropropan-2-yl)amino)acetyl)-2,3-dihydro-1H-pyrrolizine-7-carboxamide FC1=C(C=C(C=C1)NC(=O)C=1C(=C(N2CCCC12)C(C(N[C@H](C(F)(F)F)C)=O)=O)C)C